N-(2-aminophenyl)-4-(pyridine-4-yl)benzamide NC1=C(C=CC=C1)NC(C1=CC=C(C=C1)C1=CC=NC=C1)=O